CN(C1=CC=C2C(=N1)N(N=C2C2=CC=C(C=C2)C(F)(F)F)C2CN(C2)C(C(=C)F)=O)C 1-(3-(6-(dimethylamino)-3-(4-(trifluoromethyl)phenyl)-1H-pyrazolo[3,4-b]pyridin-1-yl)-azetidin-1-yl)-2-fluoroprop-2-en-1-one